ClC=1C=C(C=C(C1)Cl)NC(=O)C1(OCCC1)C(=O)N[C@H]1C=C[C@H](C1)C(=O)OC methyl (1S,4R)-4-[[2-[(3,5-dichlorophenyl)carbamoyl]tetrahydrofuran-2-carbonyl]amino]cyclopent-2-ene-1-carboxylate